(R)-3-(2-(((2-(ethoxycarbonyl)-1H-pyrrol-3-yl)amino)methyl)phenyl)morpholine-4-carboxylic acid tert-butyl ester C(C)(C)(C)OC(=O)N1[C@@H](COCC1)C1=C(C=CC=C1)CNC1=C(NC=C1)C(=O)OCC